C(C)(C)(C)OC(=O)N1[C@@H](CC(CC1)NC1CC(C1)(F)F)C1=CC=CC=C1 (2S)-4-((3,3-difluorocyclobutyl)amino)-2-phenylpiperidine-1-carboxylic acid tert-butyl ester